ClC=1C=C2C=C(C(NC2=CC1)=O)[C@H](C)NC1=CC=C(N(C1=O)C)C#N 5-{[(1S)-1-(6-chloro-2-oxo-1,2-dihydroquinolin-3-yl)ethyl]amino}-1-methyl-6-oxo-1,6-dihydropyridine-2-carbonitrile